3-(((7-(1H-pyrazol-4-yl)-2,3-dihydrofuro[3,2-c]pyridin-4-yl)amino)methyl)-N-(isoxazol-3-ylmethyl)benzamide N1N=CC(=C1)C=1C2=C(C(=NC1)NCC=1C=C(C(=O)NCC3=NOC=C3)C=CC1)CCO2